1-(4-methylbenzene-1-sulfonyl)-N-[(1,2-thiazol-4-yl)methyl]-1H-pyrazole-3-carboxamide CC1=CC=C(C=C1)S(=O)(=O)N1N=C(C=C1)C(=O)NCC=1C=NSC1